SC1=CC=C(C=C1)CCO 2-(p-mercaptophenyl)ethanol